2-((S)-7-((R)-oxirane-2-carbonyl)-2,7-diazaspiro[4.4]nonan-2-yl)acetamide O1[C@H](C1)C(=O)N1C[C@@]2(CCN(C2)CC(=O)N)CC1